C(C)(C)(C)OC(=O)N1CCC12CCNCC2 tert-butyl-1,7-diazaspiro[3.5]nonane-1-formate